(5S,5'S)-5,5'-(((3,3'-dichloro-[4,4'-bipyridine]-2,2'-diyl)bis(8-methoxy-3,4-dihydroisoquinoline-6,2(1H)-diyl))bis(methylene))bis(pyrrolidin-2-one) ClC=1C(=NC=CC1C1=C(C(=NC=C1)C=1C=C2CCN(CC2=C(C1)OC)C[C@@H]1CCC(N1)=O)Cl)C=1C=C2CCN(CC2=C(C1)OC)C[C@@H]1CCC(N1)=O